BrC=1OC2=C(C1)C(=CC=C2)Cl bromo-4-chloro-1-benzofuran